CN(C)C(C(=O)O)CCC N,N-dimethylaminopentanoic acid